ClC1=C(C=CC=C1)C1=C(C(=CC=C1)C=1C=CC=2N(N1)C=C(N2)CN(C)CCO)Cl 2,2'-dichloro-3'-(2-(((2-hydroxyethyl)(methyl)amino)methyl)imidazo[1,2-b]pyridazin-6-yl)-[1,1'-biphenyl]